propyl 3-(4-hydroxy-1-methyl-pent-2-ynoxy)propanoate OC(C#CC(OCCC(=O)OCCC)C)C